BrC=1N=C(N(N1)C1=NC=C(C=N1)OCC(F)(F)F)C(C)NC(=O)C1=CC(=NC(=C1)C(F)(F)F)C1(CC1)C#N N-[1-[5-bromo-2-[5-(2,2,2-trifluoroethoxy)pyrimidin-2-yl]-1,2,4-triazol-3-yl]ethyl]-2-(1-cyanocyclopropyl)-6-(trifluoromethyl)pyridine-4-carboxamide